C(C)OC(=O)C=1N=C(SC1N1C(=CC=C1C)C)C 5-(2,5-dimethyl-1H-pyrrole-1-yl)-2-methylthiazole-4-carboxylic acid ethyl ester